OC1=CC=C2C(=N1)OC1(CCNCC1)C2 6-hydroxy-3H-spiro[furo[2,3-b]pyridine-2,4'-piperidine]